C(C)(C)(C)OC(=O)N1C[C@@H](CC1)OC1=NC=C(C2=CC(=NC=C12)Cl)C(C)(C)N=[N+]=[N-] (R)-3-((4-(2-azidopropan-2-yl)-6-chloro-2,7-naphthyridin-1-yl)oxy)pyrrolidine-1-carboxylic acid tert-butyl ester